(R)-3-(3-methyl-2-oxotetrahydropyrimidine-1(2H)-yl)piperidine-1-carboxylic acid tert-butyl ester C(C)(C)(C)OC(=O)N1C[C@@H](CCC1)N1C(N(CCC1)C)=O